Cl.Cl.Cl.Cl.C12CN(CC(CN(C1)CCCCN)O2)CCCCN 4,4'-(9-oxa-3,7-diazabicyclo[3.3.1]nonane-3,7-diyl)bis(butan-1-amine) tetrahydrochloride